3-(4-bromophenyl)-4H-chromen-4-one BrC1=CC=C(C=C1)C1=COC2=CC=CC=C2C1=O